(S)-2-(2-oxopyrrolidine-1-yl)butyronitrile O=C1N(CCC1)[C@H](C#N)CC